ClC1=C(C(=CC=C1F)[N+](=O)[O-])CO (2-chloro-3-fluoro-6-nitrophenyl)methanol